5-(1-(8-(cyclopropylmethyl)-8-azabicyclo[3.2.1]octan-3-yl)piperidin-4-yl)-7-fluoro-1-methyl-2-(4-(methylsulfonyl)phenyl)-1H-benzo[d]imidazole C1(CC1)CN1C2CC(CC1CC2)N2CCC(CC2)C2=CC1=C(N(C(=N1)C1=CC=C(C=C1)S(=O)(=O)C)C)C(=C2)F